FC(OC=1C=C(C=CC1)C=1C=CC2=C(C3NCCC2C3)C1)(F)F 8-(3-(Trifluoromethoxy)phenyl)-2,3,4,5-tetrahydro-1H-1,5-methanobenzo[c]azepine